5-{3-[(3S,4R)-4-[6-amino-8-oxo-7-(4-phenoxyphenyl)purin-9-yl]-3-fluoro-[1,4'-bipiperidin]-1'-yl]azetidin-1-yl}-N-(2,6-dioxopiperidin-3-yl)pyridine-2-carboxamide NC1=C2N(C(N(C2=NC=N1)[C@H]1[C@H](CN(CC1)C1CCN(CC1)C1CN(C1)C=1C=CC(=NC1)C(=O)NC1C(NC(CC1)=O)=O)F)=O)C1=CC=C(C=C1)OC1=CC=CC=C1